3-[1-[(1S)-1-[(2S,4r)-4-hydroxy-2-(methylcarbamoyl)pyrrolidine-1-carbonyl]-2,2-dimethyl-propyl]triazol-4-yl]-6,7-dihydro-4H-pyrazolo[1,5-a]pyrazine-5-carboxylic acid tert-butyl ester C(C)(C)(C)OC(=O)N1CC=2N(CC1)N=CC2C=2N=NN(C2)[C@@H](C(C)(C)C)C(=O)N2[C@@H](C[C@H](C2)O)C(NC)=O